3-[(E)-3-Oxo-3-phenylprop-1-enyl]benzoic acid O=C(/C=C/C=1C=C(C(=O)O)C=CC1)C1=CC=CC=C1